N-(4-Fluorophenyl)-1-[5-(oxan-2-carbonyl)-5,6,7,8-tetrahydro-1,5-naphthyridin-2-yl]cyclobutan-1-carboxamid FC1=CC=C(C=C1)NC(=O)C1(CCC1)C1=NC=2CCCN(C2C=C1)C(=O)C1OCCCC1